2,2,2-Trifluoroacetic acid compound with 4-(4-(5-(3-(3-((N-ethyl-N-methylsulfamoyl)amino)-2,6-difluorobenzoyl)-1H-pyrrolo[2,3-b]pyridin-5-yl)pyridin-2-yl)piperazin-1-yl)butanoic acid C(C)N(S(=O)(=O)NC=1C(=C(C(=O)C2=CNC3=NC=C(C=C32)C=3C=CC(=NC3)N3CCN(CC3)CCCC(=O)O)C(=CC1)F)F)C.FC(C(=O)O)(F)F